N-(5-chloro-2-(2-methoxyethoxy)benzyl)-5-fluoro-N-(5-(N-propylcarbamoyl)-2,3-dihydro-1H-inden-2-yl)benzofuran-2-carboxamide ClC=1C=CC(=C(CN(C(=O)C=2OC3=C(C2)C=C(C=C3)F)C3CC2=CC=C(C=C2C3)C(NCCC)=O)C1)OCCOC